3-(4-methoxypyrimidin-5-yl)prop-2-enoic acid ethyl ester C(C)OC(C=CC=1C(=NC=NC1)OC)=O